C(CCCCCCCCCCCCCCC)P(O)(=O)CCCCCCCCCCCCCCCC di-hexadecylphosphinic acid